N-(2-Methyl-5-(9-(4-(methylsulfonyl)piperazin-1-yl)-2-oxobenzo[h][1,6]naphthyridin-1(2H)-yl)phenyl)acrylamide CC1=C(C=C(C=C1)N1C(C=CC2=CN=C3C(=C12)C=C(C=C3)N3CCN(CC3)S(=O)(=O)C)=O)NC(C=C)=O